(R)-4-(tert-butyl)-4-hydroxy-8-morpholino-3,4-dihydro-1H,6H-pyrano[4,3-b]thieno[3,2-d]pyran-6-one C(C)(C)(C)[C@]1(COCC2=C1OC(C1=C2C=C(S1)N1CCOCC1)=O)O